ClC1=C(N=C2N(C1=O)C=CC=C2C2=CC=C(C(=O)N1CC(CCC1)C#N)C=C2)C(F)(F)F 1-(4-(3-chloro-4-oxo-2-(trifluoromethyl)-4H-pyrido[1,2-a]pyrimidin-9-yl)benzoyl)piperidine-3-carbonitrile